The molecule is pterin carrying a formyl group at position 6. It has a role as an EC 1.17.3.2 (xanthine oxidase) inhibitor and a reactive oxygen species generator. It is a member of pterins and an aldehyde. C1=C(N=C2C(=O)NC(=NC2=N1)N)C=O